3-(N-ethyl-methylanilino)-2-hydroxypropanesulfonic acid sodium salt [Na+].C(C)N(C1=C(C=CC=C1)C)CC(CS(=O)(=O)[O-])O